1-(3-((5-cyclopropyl-2-((3-methyl-1-(8-methyl-8-azabicyclo[3.2.1]octan-3-yl)-1H-pyrazol-4-yl)amino)pyrimidin-4-yl)amino)propyl)-3,3-dimethylazetidin-2-one C1(CC1)C=1C(=NC(=NC1)NC=1C(=NN(C1)C1CC2CCC(C1)N2C)C)NCCCN2C(C(C2)(C)C)=O